3-((3-chloro-4-(trifluoromethoxy)benzyl)amino)-N-(3-((6-(3-cyano-4H-1,2,4-triazol-4-yl)-1H-indazol-4-yl)amino)propyl)propanamide ClC=1C=C(CNCCC(=O)NCCCNC2=C3C=NNC3=CC(=C2)N2C(=NN=C2)C#N)C=CC1OC(F)(F)F